((4bR,9bR)-1-amino-4b-hydroxy-7-((1R,2R)-2-methylcyclopropyl)-10-oxo-4b,10-dihydro-9bH-indeno[1,2-b]benzofuran-9b-yl)carbamic acid tert-butyl ester C(C)(C)(C)OC(N[C@]12[C@](OC3=C1C=CC(=C3)[C@H]3[C@@H](C3)C)(C3=CC=CC(=C3C2=O)N)O)=O